C(C1=CC=CC=C1)OC1(C2=NN=C(C=3C(=CC(=C(NC(CCC=CC1O)(C)C)N3)C(F)(F)F)[N+](=O)[O-])O2)C(F)(F)F 6-benzyloxy-12,12-dimethyl-17-nitro-6,15-bis(trifluoromethyl)-19-oxa-3,4,13,18-tetraazatricyclo[12.3.1.12,5]nonadeca-1(18),2,4,8,14,16-hexa-en-7-ol